FC1=NC=CC=C1NC=1C=NC=2CCN(CC2C1)C1=NC=NC2=CC=C(C=C12)OC N-(2-fluoro-3-pyridyl)-6-(6-methoxyquinazolin-4-yl)-7,8-dihydro-5H-1,6-naphthyridin-3-amine